6-(1'-(Cyclopropylmethyl)-[1,4'-bipiperidin]-4-yl)-5-fluoro-1-methyl-2-(4-(methylsulfonyl)phenyl)-1H-benzo[d]imidazol C1(CC1)CN1CCC(CC1)N1CCC(CC1)C=1C(=CC2=C(N(C(=N2)C2=CC=C(C=C2)S(=O)(=O)C)C)C1)F